(S)-4-(2-bromo-5-tosyl-5H-pyrrolo[2,3-b]pyrazin-7-yl)-N-(2-hydroxypropyl)-N,2-dimethylbenzamide BrC=1N=C2C(=NC1)N(C=C2C2=CC(=C(C(=O)N(C)C[C@H](C)O)C=C2)C)S(=O)(=O)C2=CC=C(C)C=C2